C[Si](C)(C)OP(=O)(O[Si](C)(C)C)O[Si](C)(C)C tris(trimethyl-silyl)-phosphate